7-fluoro-2,3-dihydro-1H-indole FC=1C=CC=C2CCNC12